C(#N)C1=C2C(=C(C(NC2=CC=N1)=O)CC(=O)[O-])C 2-(5-cyano-4-methyl-2-oxo-1H-1,6-naphthyridin-3-yl)acetate